COC(C(C)(C)Br)=O methyl-2-bromo-2-methylpropanoate